diphenyl-α-propene C1(=CC=CC=C1)C(=CC)C1=CC=CC=C1